CN1C(=NC(=C1)C(F)(F)F)C1=CC=C(C=C1)C=O (4-(1-methyl-4-(trifluoromethyl)-1H-imidazol-2-yl)phenyl)methanone